4,6-dimethyl-(4-methyl-2-Heptanone) CC(CC(C)=O)(CC(C)C)C